(S)-1-((4-(difluoromethyl)-5'-fluoro-2'-methyl-[2,4'-bipyridin]-5-yl)oxy)-2,4-dimethylpentan-2-amine FC(C1=CC(=NC=C1OC[C@](CC(C)C)(N)C)C1=CC(=NC=C1F)C)F